C(C)(C)(C)OC(=O)C1=CN=C(N1C)CN1C[C@H](CC1)N1C(N(C=2C1=NC=CC2)C2=CC=C(C=C2)C#N)=O (S)-2-((3-(1-(4-cyanophenyl)-2-oxo-1,2-dihydro-3H-imidazo[4,5-b]pyridin-3-yl)pyrrolidin-1-yl)methyl)-1-methyl-1H-imidazole-5-carboxylic acid tert-butyl ester